C(C)(=O)O[C@H](CC1=C(C=C(C(=C1)OCC1=CC=CC=C1)OCC1=CC=CC=C1)B1OC(C(O1)(C)C)(C)C)C (S)-1-[4,5-bis(benzyloxy)-2-(4,4,5,5-tetramethyl-1,3,2-dioxaborolan-2-yl)phenyl]propan-2-yl acetate